1-chloro-2-((2,3-dibromopropyl)sulfonyl)-4-nitrobenzene ClC1=C(C=C(C=C1)[N+](=O)[O-])S(=O)(=O)CC(CBr)Br